N=C1NC=C(N=C1)CC imino-5-ethyl-pyrazine